6-((4-(2-hydroxypropan-2-yl)-4-phenethyl-piperidin-1-yl)methyl)-1,4-dihydro-2H-benzo[d][1,3]oxazin-2-one citrate C(CC(O)(C(=O)O)CC(=O)O)(=O)O.OC(C)(C)C1(CCN(CC1)CC1=CC2=C(NC(OC2)=O)C=C1)CCC1=CC=CC=C1